COC1=C(\C=C\2/CN(C\C(\C2=O)=C/C2=C(C=CC=C2)OC)C(CCCC(=O)NC=2SC(=NN2)S)=O)C=CC=C1 5-(3,5-Bis((E)-2-methoxybenzylidene)-4-oxopiperidin-1-yl)-5-oxo-N-(5-sulfanyl-1,3,4-thiadiazol-2-yl)pentanamide